(4-fluorophenyl)-5-hydroxybenzofuran-3-carboxylic acid FC1=CC=C(C=C1)C=1OC2=C(C1C(=O)O)C=C(C=C2)O